C(C)(C)(C)OC(=O)N1C(CN(CC1)C1COC1)C(=O)O 1-(tert-butoxycarbonyl)-4-(oxetan-3-yl)piperazine-2-carboxylic acid